4-(4-((1R,5S)-3,8-diazabicyclo[3.2.1]octan-3-yl)-8-fluoro-2-((2-fluorotetrahydro-1H-pyrrolizin-7a(5H)-yl)ethynyl)pyrido[4,3-d]pyrimidin-7-yl)-5-ethynyl-6-fluoronaphthalen-2-ol [C@H]12CN(C[C@H](CC1)N2)C=2C1=C(N=C(N2)C#CC23CCCN3CC(C2)F)C(=C(N=C1)C1=CC(=CC2=CC=C(C(=C12)C#C)F)O)F